7-(1-(but-2-ynyl)pyrrolidin-3-yl)-2-(4-(4-methoxyphenoxy)phenyl)-1H-imidazo[1,2-b]pyrazole-3-carboxamide C(C#CC)N1CC(CC1)C1=C2N(N=C1)C(=C(N2)C2=CC=C(C=C2)OC2=CC=C(C=C2)OC)C(=O)N